ClC=1C=CC(=NC1)N1N=CC(=C1)NC=1C=CC(=NC1)C(N)=NO 5-((1-(5-chloropyridin-2-yl)-1H-pyrazol-4-yl)amino)-N'-hydroxypicolinimidamide